COC(=O)C=1C=C2CCCN(C2=CC1)CC1=CN=CC(=C1)C1=CC=CC=C1 1-(5-phenylnicotinyl)-1,2,3,4-tetrahydroquinoline-6-carboxylic acid methyl ester